C(CCCCCCC\C=C/C\C=C/CCCCC)(=O)C(C(C(O)C(CCCCCCC\C=C/C\C=C/CCCCC)=O)O)O Dilinoleoyl-glycerol